Cl.Cl.FC=1C=C(C=C(C1)F)C=1SC=C(N1)C[C@@H]1NCC[C@@H]1NS(=O)(=O)CC N-(cis-2-((2-(3,5-difluorophenyl)-1,3-thiazol-4-yl)methyl)pyrrolidin-3-yl)ethanesulfonamide dihydrochloride